OC=1C=CC=C2C=NNC12 7-hydroxy-1H-indazole